6-(3-chloro-4-(cyclopropylmethoxy)phenyl)pyrimidine-4-carboxylic acid ClC=1C=C(C=CC1OCC1CC1)C1=CC(=NC=N1)C(=O)O